FC1=C(CNC(/C=C/C2=CC(=C(C=C2)OC(C(C)C)=O)OC)=O)C=CC=C1 (E)-4-(3-((2-fluorobenzyl)amino)-3-oxoprop-1-en-1-yl)-2-methoxyphenylisobutyrate